C1(CC1)NC(COC1=C(C=C(C=C1)OC)C=O)=O N-CYCLOPROPYL-2-(2-FORMYL-4-METHOXYPHENOXY)ACETAMIDE